C[Si](CCOCN)(C)C [2-(trimethylsilyl)ethoxy]methylamine